4-(4-amino-2,6-dimethylphenoxy)-5-bromothiophene-2-carboxylic acid methyl ester COC(=O)C=1SC(=C(C1)OC1=C(C=C(C=C1C)N)C)Br